6-(4-(4-cyanophenyl)-2-methyl-5-oxo-2,5-dihydro-1H-pyrazol-1-yl)pyridine-3-sulfonamide C(#N)C1=CC=C(C=C1)C1=CN(N(C1=O)C1=CC=C(C=N1)S(=O)(=O)N)C